4-(9-(4-Fluorophenyl)-5-hydroxy-1,1,4-trimethyl-1,3,4,9-tetrahydropyrano[3,4-b]indol-4-yl)benzoic acid FC1=CC=C(C=C1)N1C2=C(C3=C(C=CC=C13)O)C(COC2(C)C)(C)C2=CC=C(C(=O)O)C=C2